N,N-dimethyl-1-(trifluoromethylsulfonyl)pyridin-1-ium-4-amine CN(C1=CC=[N+](C=C1)S(=O)(=O)C(F)(F)F)C